2-(propylamino)pyridine C(CC)NC1=NC=CC=C1